Cl.N[C@H]1[C@@H](COCC1)O (3s,4r)-4-aminooxacyclohexane-3-ol monohydrochloride